4-(4-methyl-piperazin-1-yl)-N-{6-[2-(4-trifluoromethyl-benzyloxy)-ethoxy]-1H-indazol-3-yl}-benzamide hydrochloride salt Cl.CN1CCN(CC1)C1=CC=C(C(=O)NC2=NNC3=CC(=CC=C23)OCCOCC2=CC=C(C=C2)C(F)(F)F)C=C1